C(CCCCC)C=1C=C2C(=C(C(NC2=CC1)=O)C)O 6-hexyl-4-hydroxy-3-methylquinolin-2(1H)-one